BrC1=CC=C(C=C1)N1C(C2(CC1)N(C1=CC(=CC=C1C2)OC)C)=O (4-bromophenyl)-6-methoxy-1-methylspiro[indoline-2,3'-pyrrolidine]-2'-one